(rac)-tert-butyl 1-(4-isopropyl-2-methylphenyl)-3,4,5,5a,7,8-hexahydropyrazolo[3,4,5-de][1,7]naphthyridine-6(1H)-carboxylate C(C)(C)C1=CC(=C(C=C1)N1N=C2C3=C1CCN([C@H]3CNC2)C(=O)OC(C)(C)C)C |r|